5-methyl-pyridine-2-sulfonic acid {6-(2-hydroxy-ethoxy)-5-(2-methoxy-phenoxy)-2-[2-(1H-tetrazol-5-yl)-pyridin-4-yl]-pyrimidin-4-yl}-amide OCCOC1=C(C(=NC(=N1)C1=CC(=NC=C1)C1=NN=NN1)NS(=O)(=O)C1=NC=C(C=C1)C)OC1=C(C=CC=C1)OC